FC1=CC=C(C=C1)C1=C(C=C2C(=NC(N3C2=C1SC[C@@H](C3)OCCOC)=O)N3CCNCC3)C(F)(F)F (R)-11-(4-fluorophenyl)-3-(2-methoxyethoxy)-8-(piperazin-1-yl)-10-(trifluoromethyl)-3,4-dihydro-2H,6H-[1,4]thiazepino[2,3,4-ij]quinazolin-6-one